1,3-bis(glycidoxypropyl)tetramethyl-disiloxane C(C1CO1)OCCC[Si](O[Si](CCCOCC1CO1)(C)C)(C)C